4-mercaptobutyl-triethoxysilane SCCCC[Si](OCC)(OCC)OCC